[2-[(3-methyl-5,6,7,8-tetrahydroimidazo[1,2-a]pyridin-7-yl)methoxy]-4-pyridinyl]methylamine CC1=CN=C2N1CCC(C2)COC2=NC=CC(=C2)CN